N1C=C(C=2C=NC=CC21)CCN 2-(1H-pyrrolo[3,2-c]pyridin-3-yl)ethane-1-amine